IC1=NN(C2=CC=CC(=C12)OC)C1OCCCC1 3-iodo-4-methoxy-1-tetrahydropyran-2-yl-indazole